ClC1=CC=C2C(=CNC2=C1C=1N=NC(=CC1)C)S(=O)(=O)Cl 6-chloro-7-(6-methylpyridazin-3-yl)-1H-indole-3-sulfonyl chloride